CC1=NC=C(C=2C=CC=NC12)N 8-methyl-1,7-naphthyridin-5-amine